CC1=CC(=CC(=N1)C(=O)NC=1SC=C(N1)C)B1OC(C(O1)(C)C)(C)C 6-Methyl-N-(4-methylthiazol-2-yl)-4-(4,4,5,5-tetramethyl-1,3,2-dioxaborolan-2-yl)picolinamide